C12C(C3CC(CC(C1)C3)C2)N(CCO)C 2-(((1R,3S,5R,7R)-adamantan-2-yl)(methyl)amino)ethane-1-ol